(S)-aziridine-1,2-dicarboxylic acid 2-methyl 1-((9H-fluoren-9-yl) methyl) ester C1=CC=CC=2C3=CC=CC=C3C(C12)COC(=O)[N@@]1C(C1)C(=O)OC